N-(4-chlorophenyl)-4-{3-(4-chlorophenyl)-1-[2-(4-morpholinyl)ethyl]ureido}benzenesulfonamide ClC1=CC=C(C=C1)NS(=O)(=O)C1=CC=C(C=C1)N(C(=O)NC1=CC=C(C=C1)Cl)CCN1CCOCC1